(4-((6-methyl-2-phenylpyridin-3-yl)oxy)pyridin-2-ylamino)phenylpropanoic acid CC1=CC=C(C(=N1)C1=CC=CC=C1)OC1=CC(=NC=C1)NC(C(=O)O)(C)C1=CC=CC=C1